(S)-Methyl 4-(4-(5-bromo-2-methylthiophen-3-yl)piperidin-2-yl)benzoate BrC1=CC(=C(S1)C)C1C[C@H](NCC1)C1=CC=C(C(=O)OC)C=C1